FC(CC1OC(OC1)=O)(C(C(C(F)(F)F)(F)F)(F)F)F 4-(2,2,3,3,4,4,5,5,5-nonafluoropentyl)-1,3-dioxolane-2-one